tert-butyl (2S)-2-[[(2S)-2-amino-6-[[diphenyl(p-tolyl)methyl]amino]hexanoyl]amino]-3-(4-hydroxyphenyl)propanoate N[C@H](C(=O)N[C@H](C(=O)OC(C)(C)C)CC1=CC=C(C=C1)O)CCCCNC(C1=CC=C(C=C1)C)(C1=CC=CC=C1)C1=CC=CC=C1